1-[(R)-3-[4-amino-3-[2-fluoro-4-(3-fluorophenoxy)phenyl]-1H-pyrazolo[3,4-d]pyrimidin-1-yl]-1-pyrrolidinyl]-2-propen-1-one NC1=C2C(=NC=N1)N(N=C2C2=C(C=C(C=C2)OC2=CC(=CC=C2)F)F)[C@H]2CN(CC2)C(C=C)=O